[Se]([Se]CCC(=O)OCCN1C(C=CC1=O)=O)CCC(=O)OCCN1C(C=CC1=O)=O bis(maleimidoethyl) 3,3'-diselanediyldipropionoate